4-((3-(1-(5,8-dioxaspiro[3.4]octan-1-yl)-1H-pyrazol-3-yl)-2-methoxyphenyl)amino)-2-((4-(morpholine-4-carbonyl)phenyl)amino)pyrimidine-5-carboxamide C1(CCC12OCCO2)N2N=C(C=C2)C=2C(=C(C=CC2)NC2=NC(=NC=C2C(=O)N)NC2=CC=C(C=C2)C(=O)N2CCOCC2)OC